C(C)(C)(C)OC(N[C@@]1(CO[C@H](CC1)C(=O)N1[C@H](C2=CC=CC=C2CC1)C1=CC=C(C=C1)F)CO)=O ((3r,6r)-6-((S)-1-(4-fluorophenyl)-1,2,3,4-tetrahydroisoquinoline-2-carbonyl)-3-(hydroxymethyl)tetrahydro-2H-pyran-3-yl)carbamic acid tert-butyl ester